C(CCCCCCCCCCCCCCC)(=O)[O-].[Na+].CSCC=1SC=CC1 methyl-thiomethyl-thiofuran sodium palmitate